manganese pentacarbonyl-manganese bromide [Br-].C(=O)=[Mn](=C=O)(=C=O)(=C=O)=C=O.[Mn+2].[Br-]